5-chloro-N-ethyl-6-fluoro-4-(2-((1S,2S)-2-fluorocyclopropane-1-carboxamido)imidazo[1,2-a]pyridin-6-yl)-N-methyl-1H-indazole-7-carboxamide ClC=1C(=C2C=NNC2=C(C1F)C(=O)N(C)CC)C=1C=CC=2N(C1)C=C(N2)NC(=O)[C@H]2[C@H](C2)F